(S)-N-((4-ethyl-8-fluoro-4-hydroxy-9-methoxy-3,14-dioxo-3,4,12,14-tetrahydro-1H-pyrano[3',4':6,7]indolizino[1,2-b]quinolin-11-yl)methyl)-2-hydroxyethane-1-sulfonamide C(C)[C@]1(C(OCC=2C(N3CC=4C(=NC=5C=C(C(=CC5C4CNS(=O)(=O)CCO)OC)F)C3=CC21)=O)=O)O